N1=CC(=CC=C1)CN1[C@@H](CCC1)C(=O)N[C@H](C(=O)O)CCCCCCCC1=NC=2NCCCC2C=C1 (S)-2-((S)-1-(pyridin-3-ylmethyl)pyrrolidine-2-carboxamido)-9-(5,6,7,8-tetrahydro-1,8-naphthyridin-2-yl)nonanoic acid